CC1(C2=C(CN(CC1)CCCO)C=C(C=C2)C2=CC=C(C=C2)C(F)(F)F)C 3-(5,5-dimethyl-8-(4-(trifluoromethyl)phenyl)-1,3,4,5-tetrahydro-2H-benzo[c]azepin-2-yl)propan-1-ol